tert-butyl 7-[3-cyano-4-(3-methoxy-1-isoquinolyl)-7,7-dimethyl-6,8-dihydro-5H-quinolin-2-yl]-2,7-diazaspiro[3.4]octane-2-carboxylate C(#N)C=1C(=NC=2CC(CCC2C1C1=NC(=CC2=CC=CC=C12)OC)(C)C)N1CCC2(CN(C2)C(=O)OC(C)(C)C)C1